C1=CC=CC=2OC3=CC=CC=C3C3(C12)OCC1=CC=C(C=C13)C(=O)O 3H-spiro[isobenzofuran-1,9'-xanthene]-6-carboxylic acid